O1CCN(CC1)C1=NC=CC(=N1)NC1=CC(=NO1)C1=CC=C(C=C1)C N-(2-Morpholinopyrimidin-4-yl)-3-(p-tolyl)isoxazol-5-amine